FC=1C=C(C=CC1)S(=O)(=O)C(C)(C)C1CCN(CC1)C(=O)NC1=CN=NC=C1 4-(2-((3-fluorophenyl)sulfonyl)propan-2-yl)-N-(pyridazin-4-yl)piperidine-1-carboxamide